CN1N=CC=C1NCCN1CCN(CC1)C(=O)OC(C)(C)C tert-Butyl 4-{2-[(1-methyl-1H-pyrazol-5-yl)amino]ethyl}piperazine-1-carboxylate